C(C)(=O)N1CCC2(CC(C(N2)=O)CC(C(=O)OC)NC([C@H](CC2CCCCC2)NC(=O)C=2NC3=CC=C(C=C3C2)Cl)=O)CC1 methyl 3-(8-acetyl-2-oxo-1,8-diazaspiro[4.5]decan-3-yl)-2-((S)-2-(5-chloro-1H-indole-2-carboxamido)-3-cyclohexylpropanamido)propanoate